FC=1C(=C(C=CC1C)S(=O)(=O)N1[C@@H](CCC1)C(=O)OC)O[C@H](C)CCC=O methyl ((3-fluoro-4-methyl-2-(((R)-5-oxopentan-2-yl)oxy)phenyl)sulfonyl)-L-prolinate